rac-2-[[(1S,4Z)-cyclooct-4-en-1-yl]-methyl-amino]-1-[4-(5-fluoro-2-pyridyl)piperazin-1-yl]ethanone [C@H]1(CC\C=C/CCC1)N(CC(=O)N1CCN(CC1)C1=NC=C(C=C1)F)C |r|